(5-amino-2-((3,6-dimethylpyridin-2-yl)methoxy)-8-(1-methyl-6-oxo-1,6-dihydropyridazin-3-yl)-[1,2,4]triazolo[1,5-c]pyrimidin-7-yl)benzonitrile NC1=NC(=C(C=2N1N=C(N2)OCC2=NC(=CC=C2C)C)C2=NN(C(C=C2)=O)C)C2=C(C#N)C=CC=C2